COC=1C=C2C(=NC(=NC2=CC1OC)C)N1CCC2(CCN(C2)[SH2](=O)C=N)CC1 [8-(6,7-dimethoxy-2-methylquinazolin-4-yl)-2,8-diazaspiro[4.5]decan-2-yl](imino)methyl-λ6-sulfanone